(1R,4R,4aS,7R,7aR,12bR)-7-(benzyl(methyl)amino)-9-(benzyloxy)-3-(cyclopropylmethyl)-1-fluoro-1,2,3,4,5,6,7,7a-octahydro-4aH-4,12-methanobenzofuro[3,2-e]isoquinolin-4a-ol C(C1=CC=CC=C1)N([C@H]1[C@H]2[C@@]34[C@H](CN([C@@H]([C@@]3(CC1)O)CC1=CC=C(C(=C14)O2)OCC2=CC=CC=C2)CC2CC2)F)C